CC(CCC)CC(CCC)C 4,6-dimethyl-nonane